ClC1=CC(=NC=C1C1=CCC(CC1)C(F)(F)F)C(F)(F)F 4-chloro-2-(trifluoromethyl)-5-[4-(trifluoromethyl)cyclohexen-1-yl]pyridine